[4-(4-chlorophenoxy)-2-(trifluoromethyl)phenyl]-3-methyl-1-(1,2,4-triazol-1-yl)butan-2-ol ClC1=CC=C(OC2=CC(=C(C=C2)C(C(C(C)C)O)N2N=CN=C2)C(F)(F)F)C=C1